5-(iodomethyl)-1-methyl-tetrazole ICC1=NN=NN1C